methyl 4-amino-2-thiophenecarboxylate NC=1C=C(SC1)C(=O)OC